[Br-].C[P+](C1=CC=CC=C1)(C1=CC=CC=C1)C1=CC=CC=C1 Methyltriphenylphosphonium bromide salt